6-((4-methoxyphenyl)amino)pyrazolo[1,5-c]pyrido[3,4-e]pyrimidine-9-carboxylic acid COC1=CC=C(C=C1)NC1=NC2=C(C=3N1N=C(C3)C(=O)O)C=NC=C2